(S)-methyl 2-((tert-butoxycarbonyl)amino)-3-(4-(4,4,5,5-tetramethyl-1,3,2-dioxaborolan-2-yl)phenyl)propanoate C(C)(C)(C)OC(=O)N[C@H](C(=O)OC)CC1=CC=C(C=C1)B1OC(C(O1)(C)C)(C)C